ClC1=CC=C(N=N1)\N=C\1/SC2=C(N1COCC[Si](C)(C)C)C=CC=C2 (2Z)-N-(6-Chloropyridazin-3-yl)-3-{[2-(trimethylsilyl)ethoxy]methyl}-2,3-dihydro-1,3-benzothiazol-2-imine